(2,5-dimethylphenyl)-8-methoxy-2-oxo-1-azaspiro[4.5]dec-3-en-4-ol CC1=C(C=C(C=C1)C)N1C(C=C(C12CCC(CC2)OC)O)=O